FC=1C(=NC(=NC1)N1CCC(CC1)(C(=O)N1OCC[C@H]1C=1C=NC=NC1)C)OCC#N 2-[5-Fluoro-2-[4-methyl-4-[(3S)-3-pyrimidin-5-ylisoxazolidine-2-carbonyl]-1-piperidyl]pyrimidin-4-yl]oxyacetonitrile